tert-butyl ((S)-1-(exo-3-azabicyclo[3.1.0]hexan-6-yl)propyl)carbamate C12CNCC2C1[C@H](CC)NC(OC(C)(C)C)=O